methyl (E)-3-(3-(N-((3-chloro-4'-(dimethylamino)-[1,1'-biphenyl]-4-yl)methyl)benzamido)-5-fluorophenyl)acrylate ClC=1C=C(C=CC1CN(C(C1=CC=CC=C1)=O)C=1C=C(C=C(C1)F)/C=C/C(=O)OC)C1=CC=C(C=C1)N(C)C